N,3-dimethoxy-N-methylpropanamide CON(C(CCOC)=O)C